N-Methyl-3-(1-methylimidazol-4-yl)-4-[[(1R)-1-phenylpropyl]amino]benzenesulfonamide CNS(=O)(=O)C1=CC(=C(C=C1)N[C@H](CC)C1=CC=CC=C1)C=1N=CN(C1)C